2-Chloro-4-{[1-(3,4-dichloro-benzenesulfonyl)-1,2,3,4-tetrahydro-quinoline-7-carbonyl]-amino}-benzoic acid ClC1=C(C(=O)O)C=CC(=C1)NC(=O)C1=CC=C2CCCN(C2=C1)S(=O)(=O)C1=CC(=C(C=C1)Cl)Cl